OC1=C(C(=C(C(=C1C(C(=O)[O-])=C)O)O)O)O.[Na+] sodium pentahydroxy-phenylacrylate